Cl.N1CCNCCNCC1 1,4,7-triazonane hydrochloric acid salt